CC(C(=O)O)=CC=O 2-methyl-4-oxobut-2-enoic acid